CN(CCC)C 3-(dimethylamino)propane